C(#N)C=1C=C(C=CC1F)S(=O)(=O)NC 3-cyano-4-fluoro-N-methyl-benzenesulfonamide